CC(CC(=O)C1=C(C(=C(OCCN(CCOC=2C=C(C(=O)O)C=CC2OC)S(=O)(=O)C2=CC=C(C=C2)C)C=C1)C)O)(C)C 3-[2-({2-[4-(3,3-Dimethylbutanoyl)-3-hydroxy-2-methylphenoxy]ethyl}[(4-methylphenyl)sulfonyl]amino)ethoxy]-4-methoxybenzoic acid